2-amino-6-borono-2-(3-(cyclohexyl(methyl)amino)propyl)hexanoic acid NC(C(=O)O)(CCCCB(O)O)CCCN(C)C1CCCCC1